CCOCN1C(=C(C(=O)NC1=O)C(C)C)CC2=CC(=CC(=C2)C)C The molecule is a pyrimidone that is uracil which is substituted at positions 1, 5, and 6 by ethoxymethyl, isopropyl, and 3,5-dimethylbenzyl groups, respectively. It derives from a uracil.